N-(2-(3,5-Dimethyl-1H-pyrazol-1-yl)quinolin-8-yl)-4-isopropoxybenzamide CC1=NN(C(=C1)C)C1=NC2=C(C=CC=C2C=C1)NC(C1=CC=C(C=C1)OC(C)C)=O